ClC1=CC(=C(C=C1)C1=NC(=CC=2N=C(N(C(C21)=O)C)C)N2C[C@@H](O[C@H](C2)C2=CSC=C2)C)F 5-(4-chloro-2-fluorophenyl)-2,3-dimethyl-7-((2S,6S)-2-methyl-6-(3-thiophenyl)-4-morpholinyl)pyrido[4,3-d]pyrimidin-4(3H)-one